NC=1C(=NC(=C(N1)C#C[Si](C(C)C)(C(C)C)C(C)C)C1=CC=CC=2N(C=NC21)C)C(=O)OC Methyl 3-amino-6-(1-methylbenzimidazol-4-yl)-5-(2-triisopropylsilylethynyl)pyrazine-2-carboxylate